Phenyl-bis(2,4,6-trimethylbenzoyl)-phosphine oxide C1(=CC=CC=C1)P(C(C1=C(C=C(C=C1C)C)C)=O)(C(C1=C(C=C(C=C1C)C)C)=O)=O